IC1=C2N(N=C1CO)CCC2 (3-iodo-5,6-dihydro-4H-pyrrolo[1,2-b]pyrazol-2-yl)methanol